3-(5-(4-((4'-chloro-4-methoxy-4-methyl-3,4,5,6-tetrahydro-[1,1'-biphenyl]-2-yl)methyl)piperazine-1-carbonyl)-1-oxoisoindolin-2-yl)piperidine-2,6-dione ClC1=CC=C(C=C1)C1=C(CC(CC1)(C)OC)CN1CCN(CC1)C(=O)C=1C=C2CN(C(C2=CC1)=O)C1C(NC(CC1)=O)=O